O=C1NC(CCCC1N1C(OC2=C1C=CC(=C2)CCC(=O)OC(C)(C)C)=O)=O tert-Butyl 3-[3-(2,7-dioxoazepan-3-yl)-2-oxo-1,3-benzoxazol-6-yl]propanoate